C1(=CC=CC=C1)C1N2C(COC1)=NC1=C2C=C(C=C1)C=1C=NC=NC1 5-(4-phenyl-3,4-dihydro-1H-benzo[4,5]imidazo[2,1-c][1,4]oxazin-7-yl)pyrimidin